C(C=C)(=O)OCC1CCCO1 tetrahydro-furfuryl acrylate